C(=O)C1=C(CN(C(=O)C2OCCC2)CC(NC=2C=C3CC4(C(NC5=NC=CC=C54)=O)CC3=CC2)=O)C=CC=C1 N-(2-formylbenzyl)-N-(2-oxo-2-((2'-oxo-1,1',2',3-tetrahydrospiro[indene-2,3'-pyrrolo[2,3-b]pyridin]-5-yl)amino)ethyl)tetrahydrofuran-2-carboxamide